1,2-di-O-phytyl-sn-glycero-3-phosphoethanolamine C(\C=C(/C)\CCC[C@H](C)CCC[C@H](C)CCCC(C)C)OC[C@@H](OC\C=C(/C)\CCC[C@H](C)CCC[C@H](C)CCCC(C)C)COP(=O)(O)OCCN